2,8,12,16-Tetramethyloctacosane CC(C)CCCCCC(CCCC(CCCC(CCCCCCCCCCCC)C)C)C